1-(5-chloro-6-methoxy-3-nitropyridin-2-yl)-N,N-dimethylpiperidin-4-amine ClC=1C=C(C(=NC1OC)N1CCC(CC1)N(C)C)[N+](=O)[O-]